C1(=CC=CC=C1)S(=O)(=O)[O-].[Cu+2].C1(=CC=CC=C1)S(=O)(=O)[O-] copper benzenesulphonate